1-N-[2-[4-(hydroxymethyl)cyclohexyl]-5-methoxy-1,3-benzoxazol-6-yl]pyrimidine-4-carboxamide OCC1CCC(CC1)C=1OC2=C(N1)C=C(C(=C2)N2CN=C(C=C2)C(=O)N)OC